ClC1=NC(=NC(=C1C(C)C)OC)OC 4-chloro-5-isopropyl-2,6-dimethoxypyrimidine